3-fluoro-[4,4'-bipiperidin] FC1CNCCC1C1CCNCC1